2-ethoxyethylcarbamate C(C)OCCNC([O-])=O